C(C)OC1=NC=CC=C1C1=CC(=C2C(=N1)C(=NN2C(C)C)C)N 5-(2-ethoxy-3-pyridinyl)-1-isopropyl-3-methyl-pyrazolo[4,3-b]Pyridin-7-amine